6-(2-fluoro-4-(1-methyl-1H-pyrazol-4-yl)benzyl)-N-((2S,3S)-1-hydroxy-3-methylpentan-2-yl)-5-oxo-5,6-dihydropyrido[3,4-b]pyrazine-8-carboxamide FC1=C(CN2C(C3=NC=CN=C3C(=C2)C(=O)N[C@H](CO)[C@H](CC)C)=O)C=CC(=C1)C=1C=NN(C1)C